5-(5-(3,5-dichlorophenyl)-5-(trifluoromethyl)-4,5-dihydroisoxazol-3-yl)-3-methyl-N-(3-methylbutan-2-yl)-5,6-dihydro-4H-thieno[2,3-c]pyrrole-2-carboxamide ClC=1C=C(C=C(C1)Cl)C1(CC(=NO1)N1CC2=C(C1)C(=C(S2)C(=O)NC(C)C(C)C)C)C(F)(F)F